5-((4-(cyclopentylamino)-5-methylpyrimidin-2-yl)amino)-7-methylbenzo[c][1,2]oxaborole-1(3H)-ol C1(CCCC1)NC1=NC(=NC=C1C)NC1=CC2=C(B(OC2)O)C(=C1)C